C(C)NC(=O)N1[C@@H]([C@@]2(COC(C(N2)=O)C)CCC1)CO[C@@H]1CC[C@@H](CC1)C1=CC=CC=C1 (6R,7S)-N-ethyl-3-methyl-2-oxo-7-({[(CIS)-4-phenylcyclohexyl]oxy}methyl)-4-oxa-1,8-diazaspiro[5.5]undecane-8-carboxamide